OC1=C2C(C=C(OC2=CC=C1)C(=O)N)=O 5-hydroxy-4-oxo-4H-chromen-2-carboxamide